2-{3-[(3R,5S)-3,5-dimethylpiperazin-1-yl]-1,2,4-triazin-6-yl}-5-(2,8-dimethyl[1,2,4]triazolo[1,5-b]pyridazin-6-yl)phenol C[C@@H]1CN(C[C@@H](N1)C)C=1N=NC(=CN1)C1=C(C=C(C=C1)C=1C=C(C=2N(N1)N=C(N2)C)C)O